methyl 2-{(1R,5S)-3'-amino-8-azaspiro[bicyclo[3.2.1]octane-3,1'-cyclobutane]-8-yl}-4-fluorobenzo[d]thiazole-6-carboxylate NC1CC2(C1)C[C@H]1CC[C@@H](C2)N1C=1SC2=C(N1)C(=CC(=C2)C(=O)OC)F